C(#N)C=1N=CC(=NC1)NC1=CC(=C(N=N1)C(=O)NC1=CC=CC=C1)NCC1CNCC1 6-(5-cyanopyrazin-2-ylamino)-N-phenyl-4-(pyrrolidin-3-ylmethylamino)pyridazine-3-carboxamide